1-[[2-(difluoromethoxy)pyridin-4-yl]methyl]-3-(2-fluorospiro[3.3]heptan-6-yl)urea FC(OC1=NC=CC(=C1)CNC(=O)NC1CC2(CC(C2)F)C1)F